(E)-5-(1-cyano-2-(3,4-dimethoxy-5-nitrophenyl)-2-hydroxyvinyl)pyrazine-2-carboxylic acid methyl ester COC(=O)C1=NC=C(N=C1)/C(=C(\O)/C1=CC(=C(C(=C1)[N+](=O)[O-])OC)OC)/C#N